The molecule is an O-acylcarnitine having (2E)-7-carboxyhept-2-enoyl as the acyl substituent. It has a role as a metabolite. It is an O-acylcarnitine, a carboxylic ester and an ammonium betaine. It derives from a carnitine. C[N+](C)(C)C(CCC(=O)[O-])OC(=O)/C=C/CCCCC(=O)O